C(C)(C)[N-]C(C)C.[Li+] Lithium N,N-diisopropylamide